O=C[C@H](O)[C@@H](O)[C@H](O)[C@H](O)CO exo-glucose